C(CCC)OCCOC1=CC=C(C=N1)C=1N=C(NC(C1)=O)C=1C=C(CC(C(=O)N)(C)C)C=CC1Cl (3-{4-[6-(2-butoxyethoxy)pyridin-3-yl]-6-oxo-1,6-dihydropyrimidin-2-yl}-4-chlorobenzyl)isobutyramide